C1(CC1)N1C(NC2=C(C1=O)SC(=N2)CN2CCN(CC2)C=2C=CC(=NC2)C(=O)NC)=O 5-(4-((6-cyclopropyl-5,7-dioxo-4,5,6,7-tetrahydrothiazolo[4,5-d]pyrimidin-2-yl)methyl)piperazin-1-yl)-N-methylpicolinamide